COC1=CC=C(C=C1)CN1C2=C(N(C[C@@H]1[C@@H](C1=CC=CC=C1)OCC(=C)C1=CC(=CC=C1)C=1C=NOC1)C(=O)OC(C)(C)C)C=CC=N2 tert-butyl (3R)-4-[(4-methoxyphenyl)methyl]-3-[(R)-({2-[3-(1,2-oxazol-4-yl)phenyl]prop-2-en-1-yl}oxy)(phenyl)methyl]-2H,3H-pyrido[2,3-b]pyrazine-1-carboxylate